N-[4-[3-(3,4-Dihydroxyphenyl)prop-2-enoyl]phenyl]benzenesulfonamide OC=1C=C(C=CC1O)C=CC(=O)C1=CC=C(C=C1)NS(=O)(=O)C1=CC=CC=C1